OC1=C(C=C(C(=C1)C)O)C(C)=O 1-(2,5-dihydroxy-4-methylphenyl)ethanone